COCC(=O)N1CCC(=CC1)C#C[Si](C)(C)C 2-Methoxy-1-(4-((trimethylsilyl)ethynyl)-3,6-dihydropyridin-1(2H)-yl)ethan-1-one